C1=CC=CC=2C3=CC=CC=C3C=P(C12)=O 10-phosphaphenanthrene-10-oxide